C(#N)CC(N1N=CC(=C1)C1=C2C(=NC=C1)NC=C2)C=2C=C(C#N)C=CC2 3-{2-cyano-1-[4-(1H-pyrrolo[2,3-b]-pyridin-4-yl)-1H-pyrazol-1-yl]ethyl}-benzonitrile